COC=1C=C(C=CC1OC)C1=C2C=CC=CC2=C(C2=CC=CC=C12)C#N 10-(3,4-dimethoxyphenyl)anthracene-9-carbonitrile